C(CCCCCCCCCCCCCCCCC)[N+](=CCCCCCCCCCCCCCCCCC)[O-] N-octadecyl-α-heptadecyl-nitrone